4-(5-((1R,3r,5S)-3-((5-cyclopropyl-3-(2,6-dichlorophenyl)isoxazol-4-yl)methoxy)-8-azabicyclo[3.2.1]octan-8-yl)-1,2,4-oxadiazol-3-yl)benzoic acid C1(CC1)C1=C(C(=NO1)C1=C(C=CC=C1Cl)Cl)COC1C[C@H]2CC[C@@H](C1)N2C2=NC(=NO2)C2=CC=C(C(=O)O)C=C2